N-(5-aminopyridin-2-yl)-2-(morpholin-4-yl)acetamide NC=1C=CC(=NC1)NC(CN1CCOCC1)=O